The molecule is an enal that is 3,7-dimethyloctanal with unsaturation at positions C-2 and C-6. It has been isolated form the essential oils of plant species like lemon. It has a role as an apoptosis inducer and a plant metabolite. It is an enal and a monoterpenoid. CC(=CCC/C(=C\\C=O)/C)C